Chlorosulfat S(=O)(=O)([O-])Cl